4-(2-oxo-3-phenyl-2,3-dihydrooxazol-4-yl)benzenesulfonamide O=C1OC=C(N1C1=CC=CC=C1)C1=CC=C(C=C1)S(=O)(=O)N